N-(6-amino-5-methylpyridin-3-yl)-2-(5-methyl-2-(1-oxoisoindolin-5-yl)piperidin-1-yl)-2-oxoacetamide NC1=C(C=C(C=N1)NC(C(=O)N1C(CCC(C1)C)C=1C=C2CNC(C2=CC1)=O)=O)C